ClC1=CC(=NC(=C1)NC1=C(C=CC=C1)O)C(=O)N(C)C1CC2=CC=CC=C2C1 4-Chloro-N-(2,3-dihydro-1H-inden-2-yl)-6-((2-hydroxyphenyl)amino)-N-methyl-picolinamide